8-(5-cyclopropyl-2-methyl-pyrazol-3-yl)sulfonyl-1-oxa-8-azaspiro[4.5]decan-3-one C1(CC1)C=1C=C(N(N1)C)S(=O)(=O)N1CCC2(CC(CO2)=O)CC1